CN1N=CC(=C1)C1=CC=C(C=C1)NC(=O)N 1-(4-(1-methyl-1H-pyrazol-4-yl)phenyl)urea